(4R)-6-chloro-5-fluoro-1'-(3-(2-methoxy-1-phenylethyl)-1H-1,2,4-triazole-5-carbonyl)spiro[benzo[d][1,3]oxazin-4,3'-piperidin]-2(1H)-one ClC1=C(C2=C(NC(O[C@@]23CN(CCC3)C(=O)C3=NC(=NN3)C(COC)C3=CC=CC=C3)=O)C=C1)F